FC=1C=C(C=C(C1)F)[C@H]1N(OCC1)C(=O)C1CCN(CC1)C(C)=O (S)-1-(4-(3-(3,5-difluorophenyl)isoxazolidine-2-carbonyl)piperidin-1-yl)ethanone